pyrido[2,3-d]pyrimidin-7(8H)-on N1=CN=CC2=C1NC(C=C2)=O